C1(CC1)C1=C(N=C(N1C(=O)N)OC)C1COCC1 cyclopropyl-2-methoxy-4-(tetrahydrofuran-3-yl)-1H-imidazole-1-carboxamide